1,2-bis(eicosenoyl)-sn-glycerol C(C=CCCCCCCCCCCCCCCCCC)(=O)OC[C@@H](OC(C=CCCCCCCCCCCCCCCCCC)=O)CO